C1(CC1)NC1=CC(=CC=2N1N=C(N2)NC(C2=CN=CC=C2)=O)C(F)(F)F N-(5-(cyclopropylamino)-7-(trifluoromethyl)-[1,2,4]triazolo[1,5-a]pyridin-2-yl)nicotinamide